2-((4-(((S)-2-hydroxy-1-phenylethyl)amino)-5-(3-(quinuclidin-4-yl)-1,2,4-oxadiazol-5-yl)pyrimidin-2-yl)amino)-10,10a-dihydropyrido[2,3-a]indolizin-5(7H)-one OC[C@H](C1=CC=CC=C1)NC1=NC(=NC=C1C1=NC(=NO1)C12CCN(CC1)CC2)NC=2C=CC1=C(C3CC=CCN3C1=O)N2